(3-bromo-6-chloropyrazin-2-yl)-6-ethoxypyridinecarboxamide BrC=1C(=NC(=CN1)Cl)C=1C(=NC(=CC1)OCC)C(=O)N